3,4-dihydro-3-methyl-4-oxoimidazo[5,1-D]-1,2,3,5-tetrazine-8-carboxylic acid CN1N=NC=2N(C1=O)C=NC2C(=O)O